(S)-2-(phenylpropyl)cyclohexane-1,2-diamine C1(=CC=CC=C1)CCCC1([C@H](CCCC1)N)N